tert-butyl 9-[1-(4-chloro-2-fluorophenyl)ethyl]-1,2,3,4-tetrahydrobenzo[4,5]imidazo[1,2-a]pyrazine-2-carboxylate ClC1=CC(=C(C=C1)C(C)C1=CC=CC2=C1N=C1N2CCN(C1)C(=O)OC(C)(C)C)F